N1(N=CC=C1)C[C@]1([C@](CCO[C@H]1C)(C)OC)O (2R,4R,5S,6S)-5-((1H-pyrazol-1-yl)methyl)-5-hydroxy-4-methoxy-4,6-dimethyltetrahydro-2H-pyran